ClC(C(C)(C)OC=O)=O formic acid (2-chloro-1,1-dimethyl-2-oxo-ethyl) ester